NN1C=NC=C1C(=O)N 1-AMINO-1H-IMIDAZOL-5-CARBOXAMID